FC1=C2C=C(NC2=CC=C1OC1=CC=NC2=CC(=C(C=C12)OC)OCC1CC(C1)N(C)C)C 3-(((4-((4-fluoro-2-methyl-1H-indol-5-yl)oxy)-6-methoxyquinolin-7-yl)oxy)methyl)-N,N-dimethylcyclobutylamine